C(C)(C)NC(O[C@H]1CN(CC1(F)F)C1=CC(=NC=2N1N=CC2)C=2C(NC(NC2)=O)=O)=O (S)-1-(5-(2,4-dioxo-1,2,3,4-tetrahydropyrimidin-5-yl)pyrazolo[1,5-a]pyrimidin-7-yl)-4,4-difluoropyrrolidin-3-yl isopropylcarbamate